C(C1=CC=CC=C1)C1=C(SC=2N3C([C@@H](OCC21)C)=NN=C3C)C#CC=3N=CN(C3)CCCCNC3=C2CN(C(C2=CC=C3)=O)C3C(NC(CC3)=O)=O 3-(4-((4-(4-(((S)-3-Benzyl-6,9-dimethyl-4H,6H-thieno[2,3-e][1,2,4]triazolo[3,4-c][1,4]oxazepin-2-yl)ethynyl)-1H-imidazol-1-yl)butyl)amino)-1-oxoisoindolin-2-yl)piperidin-2,6-dion